C12CC(CC(CC1)N2)OC=2C=C1C(=NC=NC1=CC2)NC2=CC(=C(C=C2)OC2=CC=1N(C=C2)N=CN1)C 6-((exo-8-Azabicyclo[3.2.1]octan-3-yl)oxy)-N-(4-([1,2,4]triazolo[1,5-a]pyridin-7-yloxy)-3-methylphenyl)quinazolin-4-amine